OCC(CO)(CO)NC(C)S(=O)(=O)O [[1,3-dihydroxy-2-(hydroxymethyl)propan-2-yl]amino]ethanesulfonic acid